5-(3,8-diazabicyclo[3.2.1]octan-3-yl)-2-methyl-N-(1-(7-(2-methyloxazol-5-yl)quinolin-5-yl)cyclopropyl)benzamide tert-butyl-N-(3-bromo-2-chloro-6-nitro-phenyl)-N-methyl-carbamate C(C)(C)(C)OC(N(C)C1=C(C(=CC=C1[N+](=O)[O-])Br)Cl)=O.C12CN(CC(CC1)N2)C=2C=CC(=C(C(=O)NC1(CC1)C1=C3C=CC=NC3=CC(=C1)C1=CN=C(O1)C)C2)C